[C@H]12CC(C[C@H](CC1)N2)C(=O)OCC2=CC=CC=C2 benzyl (1R,3R,5S)-8-azabicyclo[3.2.1]octane-3-carboxylate